2-(3-hydroxy-4-methoxyphenyl)-4H-1,3-benzodithiole OC=1C=C(C=CC1OC)C1SC2C(S1)=CC=CC2